C(C)(=O)NC1=CSC2=C1N=CN=C2NCC2=CC=C(C=C2)P(O)(O)=O 4-[([7-acetamidothieno[3,2-d]pyrimidin-4-yl]amino)methyl]-phenylphosphonic acid